ClC=1C=C(C=C(C1)Cl)C1=NC(=CC(=C1)CN1CCC(CC1)COC(NC)=O)OC=1C=NC(=NC1)N1CCN(CC1)C(C)CCO (1-((2-(3,5-dichlorophenyl)-6-((2-(4-(4-hydroxybutan-2-yl)piperazin-1-yl)pyrimidin-5-yl)oxy)pyridin-4-yl)methyl)piperidin-4-yl)methylmethylcarbamate